5-(2-cyclopropyl-8-(3,3-difluoro-4,4-dimethylpyrrolidin-1-yl)imidazo[1,2-b]pyridazin-6-yl)pyrimidine-2,4(1H,3H)-dione C1(CC1)C=1N=C2N(N=C(C=C2N2CC(C(C2)(C)C)(F)F)C=2C(NC(NC2)=O)=O)C1